5-Carbamoyl-2-[2-(3,4-difluoro-2-methyl-phenoxy)-5-methyl-6-(trifluoromethyl)-3-pyridinyl]-4-oxo-1H-1,6-naphthyridine-3-carboxylic acid methyl ester COC(=O)C1=C(NC2=CC=NC(=C2C1=O)C(N)=O)C=1C(=NC(=C(C1)C)C(F)(F)F)OC1=C(C(=C(C=C1)F)F)C